C1(CC1)COC1=CC=2C[C@H](N3C(C2C2=C1OCC2)=CC(C(=C3)C(=O)O)=O)C(C)C (S)-4-(cyclopropylmethoxy)-7-isopropyl-11-oxo-2,6,7,11-tetrahydro-1H-furo[2,3-H]pyrido[2,1-a]isoquinoline-10-carboxylic acid